Dimethyl-digermane C[GeH]([GeH3])C